CC1(CN(C1)C(=O)[O-])C(NC)=O 3-methyl-3-(methylcarbamoyl)azetidine-1-carboxylate